(3-methyl-1,1-dioxido-2,5-dihydrothiophen-2-yl)methyl propionate C(CC)(=O)OCC1S(CC=C1C)(=O)=O